4-methoxy-piperidin-3-ol COC1C(CNCC1)O